CN1C(C(=CC2=C1N=C(N=C2)SC)CC2=C(C=CC=C2)[N+](=O)[O-])=O 8-methyl-2-methylsulfanyl-6-[(2-nitrophenyl)methyl]pyrido[2,3-d]pyrimidin-7-one